3-(2,4-dimethylbenzyl)-6-(piperidin-4-yl)isobenzofuran-1(3H)-one hydrochloride Cl.CC1=C(CC2OC(C3=CC(=CC=C23)C2CCNCC2)=O)C=CC(=C1)C